(S)-2-(benzo[d]oxazol-2-ylamino)-4-(((R)-2-methoxypropyl)(4-(5,6,7,8-tetrahydro-1,8-naphthyridin-2-yl)butyl)amino)butanoic acid O1C(=NC2=C1C=CC=C2)N[C@H](C(=O)O)CCN(CCCCC2=NC=1NCCCC1C=C2)C[C@@H](C)OC